C(CC)CC(CCCCC)=O propyl-heptanone